FC(C(=O)O)(F)F.NC1=NC=CC(=C1)C[C@@H]1[C@H](N(C1=O)C(=O)NC(C1=CC=CC=C1)C1=CC=CC=C1)C#N (2S,3R)-3-[(2-aminopyridin-4-yl)methyl]-2-cyano-N-(diphenylmethyl)-4-oxoazetidine-1-carboxamide trifluoroacetate salt